(S)-2-((4-((2-hydroxy-1-phenylethyl)amino)-5-(5-(pyridin-3-yl)-1,3,4-oxadiazol-2-yl)pyridin-2-yl)amino)-6,7,7-trimethyl-6,7-dihydro-5H-pyrrolo[3,4-b]pyridin-5-one OC[C@H](C1=CC=CC=C1)NC1=CC(=NC=C1C=1OC(=NN1)C=1C=NC=CC1)NC1=CC=C2C(=N1)C(N(C2=O)C)(C)C